4-((1-(4-(tert-butyl)piperidine-1-carbonyl)cyclopropyl)amino)phenylacetonitrile C(C)(C)(C)C1CCN(CC1)C(=O)C1(CC1)NC1=CC=C(C=C1)CC#N